N1CCC(CC1)CCOCC1CCN(CC1)C(=O)[O-] 4-((2-(Piperidin-4-yl)ethoxy)methyl)piperidine-1-carboxylate